6,6-Difluoro-3,9-dimethyl-6a,7,8,10a-tetrahydrobenzo[c]chromen-1-ol FC1(OC=2C=C(C=C(C2C2C1CCC(=C2)C)O)C)F